1-methyl 2-(diethoxyphosphoryl)succinate C(C)OP(=O)(OCC)C(C(=O)OC)CC(=O)[O-]